F[Si](N[Si](C=C)(C)F)(C=C)C 1,3-difluoro-1,3-dimethyl-1,3-divinyldisilazane